BrC=1C=C2C(=NN(C2=NC1)C(=O)OC(C)(C)C)C1=CC=NC=C1 5-bromo-3-(pyridin-4-yl)-1-BOC-7-azaindazole